C(N)(=O)C=1C(=CC2=C(OC[C@@H](N2C(CN2CC(N(CC2)C(=O)[O-])C)=O)C)N1)CC1=CC=C(C=C1)F 4-(2-((S)-6-carbamoyl-7-(4-fluorobenzyl)-2-methyl-2,3-dihydro-1H-pyrido[2,3-b][1,4]oxazin-1-yl)-2-oxoethyl)-2-methylpiperazine-1-carboxylate